FC1(CCC(CC1)CN1N=C(C(=C1C(=O)NC1=CC(=NC=C1)S(=O)(=O)C)C(F)(F)F)C(F)F)F 1-((4,4-difluorocyclohexyl)methyl)-3-(difluoromethyl)-N-(2-(methylsulfonyl)pyridin-4-yl)-4-(trifluoromethyl)-1H-pyrazole-5-carboxamide